6-Chloro-2-cycloheptyl-1-oxo-4-phenyl-1,2-dihydroisoquinoline-3-carboxylic Acid ClC=1C=C2C(=C(N(C(C2=CC1)=O)C1CCCCCC1)C(=O)O)C1=CC=CC=C1